CC1=C(C=CC=C1N1CCC(CC1)NC1CC(C1)CO)C1=CC=CC=C1 (3-(1-(2-methylbiphenyl-3-yl)piperidin-4-ylamino)cyclobutyl)methanol